C=CC(CCCC)C1C(=O)OC(C1)=O 2-(1-hepten-3-yl)succinic anhydride